N(=[N+]=[N-])CCCCCC(=O)C(C(O)=O)CCC[C@@H]1SC[C@@H]2NC(=O)N[C@H]12 6-Azidohexanoyl-Biotin